2-(3-(isoxazol-3-yloxy)pyrrolidin-1-yl)acetamide O1N=C(C=C1)OC1CN(CC1)CC(=O)N